NC1=C(C=CC(=C1F)Br)C(=O)O 2-amino-4-bromo-3-fluorobenzene-1-carboxylic acid